C(CCC)(=O)[O-].[Mn+2].C(CCC)(=O)[O-] manganese(II) butyrate